3-formyl-L-serine benzyl ester C(C1=CC=CC=C1)OC([C@@H](N)C(O)C=O)=O